FC(C1=C(C=CC=C1)N=C=O)(F)F 2-(trifluoromethyl)phenylisocyanate